4-(imidazo[1,2-a]pyridin-3-yl)pyrimidin-2-amine N=1C=C(N2C1C=CC=C2)C2=NC(=NC=C2)N